FC(OC=1C=C(C=CC1F)C=1C=C(C=NC1)CN1C(O[C@@H](C1)CN1CCOCC1)=O)F |o1:20| (R*)-3-[[5-[3-(Difluoromethoxy)-4-fluoro-phenyl]-3-pyridyl]methyl]-5-(morpholinomethyl)oxazolidin-2-one